FC=1C=C(C=C(C1)F)C1=CC(=CC=C1)C1N(OCC1)C1=CC(=NC=N1)NC=1C(=CC(=C(C1)NC(C=C)=O)N(C)CCN(C)C)OC N-(5-((6-(3-(3',5'-difluoro-[1,1'-biphenyl]-3-yl)isoxazolidin-2-yl)pyrimidin-4-yl)amino)-2-((2-(dimethylamino)ethyl)(methyl)amino)-4-methoxyphenyl)acrylamide